8-(4-chloro-2-fluoro-phenyl)-2,3-dimethyl-6-[(2S)-2-(1-methylpyrazol-4-yl)morpholino]pyrido[3,2-d]pyrimidin-4-one ClC1=CC(=C(C=C1)C1=CC(=NC2=C1N=C(N(C2=O)C)C)N2C[C@@H](OCC2)C=2C=NN(C2)C)F